(2-(2-chloro-4-fluorophenyl)acetyl)-D-proline furan-5-yl-benzoate O1C=CC=C1C1=C(C(=O)O)C=CC=C1.ClC1=C(C=CC(=C1)F)CC(=O)N1[C@H](CCC1)C(=O)O